8-Bromo-4-chloro-6-methoxyquinoline BrC=1C=C(C=C2C(=CC=NC12)Cl)OC